2-((1S,3S)-3-hydroxycyclopentylamino)-4-((1s,4R)-4-methoxycyclohexylamino)pyrimidine-5-carboxamide O[C@@H]1C[C@H](CC1)NC1=NC=C(C(=N1)NC1CCC(CC1)OC)C(=O)N